5-(2-((benzyloxy)methyl)-3-oxo-3-(5-(trifluoromethyl)isoindolin-2-yl)propyl)-5-cyclopropylimidazolidine-2,4-dione C(C1=CC=CC=C1)OCC(CC1(C(NC(N1)=O)=O)C1CC1)C(N1CC2=CC=C(C=C2C1)C(F)(F)F)=O